C1=C(C=CC2=CC=CC=C12)C1=CC=C(C=C1)NC1=CC2=C(N=C(O2)C2=CC=CC=C2)C=C1 N-(4-naphthalene-2-yl-phenyl)-N-(2-phenyl-benzooxazole-6-yl)-amine